6-(5-Chloropyrimidin-2-yl)-2-azaspiro[3.3]heptane-2-carboxylic acid ClC=1C=NC(=NC1)C1CC2(CN(C2)C(=O)O)C1